1-((1R,5S,6r)-3-((tert-butyldiphenylsilyl)oxy)bicyclo[3.1.0]hexan-6-yl)ethan-1-one [Si](C1=CC=CC=C1)(C1=CC=CC=C1)(C(C)(C)C)OC1C[C@H]2C([C@H]2C1)C(C)=O